C(CCC)[Sn](C1=CC=C(C=C1)COC1=CC=CC(=N1)C(=O)OCC1=CC=CC=C1)(CCCC)CCCC Benzyl 6-[(p-(tributylstannyl)phenyl)methoxy]-2-pyridinecarboxylate